ClC1=CC(=C(C=C1)C(CC(C(=O)O)=C)O)C=1C=NN(C1)CC1CCCC1 4-(4-chloro-2-(1-(cyclopentylmethyl)-1H-pyrazol-4-yl)phenyl)-4-hydroxy-2-methylenebutanoic acid